2-(1-(2,6-dioxopiperidin-3-yl)-1H-1,2,3-triazol-4-yl)-5-nitrobenzenesulfonyl fluoride O=C1NC(CCC1N1N=NC(=C1)C1=C(C=C(C=C1)[N+](=O)[O-])S(=O)(=O)F)=O